6-chloro-1-(tetrahydro-2H-pyran-4-yl)-1,3-dihydro-2H-imidazo[4,5-c]pyridin-2-one-4-d ClC1=CC2=C(C(=N1)[2H])NC(N2C2CCOCC2)=O